ethyl (S)-2-chloro-4-((1-hydroxypentan-2-yl) amino)-1,5-naphthyridine-3-carboxylate ClC1=NC2=CC=CN=C2C(=C1C(=O)OCC)N[C@H](CO)CCC